N1(CCNCC1)C1=CC=C(C=C1)C#CC1=CC=C(C=N1)/C=C/C(=O)OCC(C)C 2-methylpropyl (2E)-3-(6-{2-[4-(piperazin-1-yl)phenyl]ethynyl}pyridin-3-yl)prop-2-enoate